p-xylene selenocyanate [Se-]C#N.C1(=CC=C(C=C1)C)C